CC1=CC(=NC=2N1N=CC2C(=O)O)C2=NC=CC=C2 7-methyl-5-(pyridin-2-yl)pyrazolo[1,5-a]pyrimidine-3-carboxylic acid